NC1CCC(CC1)N[C@H]1[C@@H](C1)C=1C=CC(=NC1)C=1C=CC(=C(C1)O)C 5-(5-((trans)-2-((4-aminocyclohexyl)amino)cyclopropyl)pyridin-2-yl)-2-methylphenol